FC=1C=C2C(=C(C=NC2=CC1)C#N)N1CCC(CC1)CC=1C=NC(=CC1)C 6-fluoro-4-(4-((6-methylpyridin-3-yl)methyl)piperidin-1-yl)quinoline-3-carbonitrile